2-(2-methyl-1-piperidyl)aniline CC1N(CCCC1)C1=C(N)C=CC=C1